mono(4,7-diphenylphenanthroline) europium (III) [Eu+3].C1(=CC=CC=C1)C1=CC=NC2=C3N=CC=C(C3=CC=C12)C1=CC=CC=C1